C(C1=CC=CC=C1)OC(=O)C=1NC=CC1C1CN(C1)C(=O)OC(C)(C)C 3-{1-[(tert-butoxy)carbonyl]azetidin-3-yl}-1H-pyrrole-2-carboxylic acid benzyl ester